NC1CCC(CC1)C(=O)N1CCC(CC1)C=1C=C2C(=C(NC2=CC1)C1=CC(=NC=C1)C)C(C)C ((1r,4r)-4-aminocyclohexyl)(4-(3-isopropyl-2-(2-methylpyridin-4-yl)-1H-indol-5-yl)piperidin-1-yl)methanone